N-(2-(4-((R)-4-cyclopropyl-3-methylpiperazine-1-yl)piperidine-1-yl)-4-methoxy-5-((6-((R)-3-(3-(trifluoromethyl)phenyl)isoxazolidine-2-yl)pyrimidine-4-yl)amino)phenyl)acrylamide C1(CC1)N1[C@@H](CN(CC1)C1CCN(CC1)C1=C(C=C(C(=C1)OC)NC1=NC=NC(=C1)N1OCC[C@@H]1C1=CC(=CC=C1)C(F)(F)F)NC(C=C)=O)C